(3S,5S)-5-((3-chloro-4-fluorophenyl)(methyl)carbamoyl)-1-(3-cyano-6-methyl-4-(trifluoromethyl)pyridin-2-yl)pyrrolidine-3-carboxylic acid ClC=1C=C(C=CC1F)N(C(=O)[C@@H]1C[C@@H](CN1C1=NC(=CC(=C1C#N)C(F)(F)F)C)C(=O)O)C